BrC1=C(C(=CC=2SC(=CC21)C(C[C@H](C)C(=O)O)=O)OC)OCCCCOC2=C(C1=C(SC(=C1)C(C[C@@H](C(=O)O)C)=O)C=C2OC)F (S)-4-(5-(4-((4-bromo-2-((S)-3-carboxybutanoyl)-6-methoxybenzo[b]thiophen-5-yl)oxy)butoxy)-4-fluoro-6-methoxybenzo[b]thiophen-2-yl)-2-methyl-4-oxobutanoic acid